COC(CN1C(N(CC12CCC(CC2)(C2=CC=CC=C2)N(C)C)CC2=CC=C(C=C2)OC)=O)=O cis-2-[8-dimethylamino-3-[(4-methoxyphenyl)-methyl]-2-oxo-8-phenyl-1,3-diazaspiro[4.5]decan-1-yl]-acetic acid methyl ester